4-amino-5-(3-fluoro-4-((6-methylpyridin-2-yl)oxy)phenyl)-7,8-dihydro-6H-imidazo[1',2':1,5]pyrrolo[2,3-d]pyrimidine-6-carboxylic acid tert-butyl ester C(C)(C)(C)OC(=O)N1CCN2C1=C(C1=C2N=CN=C1N)C1=CC(=C(C=C1)OC1=NC(=CC=C1)C)F